C(#N)[C@H](C[C@H]1C(NCC1)=O)NC(=O)[C@@H]1[C@H]2C[C@H]2CN1C([C@H](C(C)(C)C)NC(C(F)(F)F)=O)=O (1S,2S,5R)-N-[(1S)-1-cyano-2-[(3S)-2-oxopyrrolidin-3-yl]ethyl]-3-[(2S)-3,3-dimethyl-2-[(2,2,2-trifluoroacetyl)amino]butanoyl]-3-azabicyclo[3.1.0]hexane-2-carboxamide